C1(=CC=CC=C1)C1=C(C=C(C(=C1)C)C1=CC=CC=C1)C 2,5-diphenyl-p-xylene